3-{[4-(7H-pyrrolo[2,3-d]-pyrimidin-4-yl)-1H-pyrazol-1-yl]methyl}benzonitrile N1=CN=C(C2=C1NC=C2)C=2C=NN(C2)CC=2C=C(C#N)C=CC2